5-(3-Bromo-4,5-dihydroisoxazol-5-yl)-N-(5,6-difluoro-2,3-dihydro-1H-inden-2-yl)Pyrimidin-2-amine BrC1=NOC(C1)C=1C=NC(=NC1)NC1CC2=CC(=C(C=C2C1)F)F